ClC1=C(C(=O)NC2=NC=C(C=C2C)C#CC2=CC=CC=C2)C=C(C=C1)C(=O)N1CC(C1)O 2-chloro-5-(3-hydroxyazetidine-1-carbonyl)-N-[3-methyl-5-(2-phenylethynyl)-2-pyridyl]benzamide